ClC1=NC=CC(=C1NC(C1=C(C=C(C(=C1)F)C1=NN(C(=N1)C(C)(C)O)C)O[C@H](C(F)(F)F)C)=O)C (S)-N-(2-Chloro-4-methylpyridin-3-yl)-5-fluoro-4-(5-(2-hydroxypropan-2-yl)-1-methyl-1H-1,2,4-triazol-3-yl)-2-((1,1,1-trifluoropropan-2-yl)oxy)benzamide